tert-butyl cis-(3S,4R)-3-fluoro-4-[4-(4,4,5,5-tetramethyl-1,3,2-dioxaborolan-2-yl)-1H-pyrazol-1-yl]piperidine-1-carboxylate F[C@H]1CN(CC[C@H]1N1N=CC(=C1)B1OC(C(O1)(C)C)(C)C)C(=O)OC(C)(C)C